iron palladium bis(2-(diphenylphosphanyl)cyclopenta-2,4-dien-1-ide) dichloride [Cl-].[Cl-].C1(=CC=CC=C1)P(C=1[CH-]C=CC1)C1=CC=CC=C1.C1(=CC=CC=C1)P(C=1[CH-]C=CC1)C1=CC=CC=C1.[Pd+2].[Fe+2]